FC1=C(C(=CC(=C1)F)OCCOC)C=1C2=C(C(=NC1C(=O)N)C=1C=C3C=NN(C3=CC1)C)C=CS2 7-[2,4-difluoro-6-(2-methoxyethoxy)phenyl]-4-(1-methylindazol-5-yl)thieno[3,2-c]pyridine-6-carboxamide